5-(aminomethyl)-2-[3-(4-chlorophenyl)phenyl]-1,4-thiazepan-3-one NCC1NC(C(SCC1)C1=CC(=CC=C1)C1=CC=C(C=C1)Cl)=O